tert-butyl ((2S)-1-(2-(3-amino-3-oxopropyl)-2-(2-chloro-2-fluoroacetyl)hydrazineyl)-3-(bicyclo[1.1.1]pentan-1-yl)-1-oxopropan-2-yl)carbamate NC(CCN(NC([C@H](CC12CC(C1)C2)NC(OC(C)(C)C)=O)=O)C(C(F)Cl)=O)=O